3-(2-(5-methyl-[1,1'-biphenyl]-2-yl)-1H-pyrrolo[2,3-b]pyridin-3-yl)acrylic acid CC=1C=CC(=C(C1)C1=CC=CC=C1)C1=C(C=2C(=NC=CC2)N1)C=CC(=O)O